α,α,6,6-tetramethylbicyclo[3.1.1]-2-heptene-2-propanal CC(C=O)(CC=1C2C(C(CC1)C2)(C)C)C